FC1=C2NC(C=3N(C2=C(C(=C1)C1=C2C=CN(C2=CC=C1)S(=O)(=O)C(C)C)C)C(=NN3)C)(C)C 6-fluoro-8-[1-(isopropylsulfonyl)-1H-indol-4-yl]-1,4,4,9-tetramethyl-5H-[1,2,4]triazolo[4,3-a]quinoxaline